2-Naphthalen-2-ylmethyl-2H-indazole-6-carboxylic acid methyl ester COC(=O)C=1C=CC2=CN(N=C2C1)CC1=CC2=CC=CC=C2C=C1